NC=1C(=CC(=C(OC=2C(NC=CC2)=O)C1)Cl)F 3-(5-amino-2-chloro-4-fluorophenoxy)-2(1H)-pyridinone